N[C@H](C(=O)O)CCS(=O)(=N)CCC(C(F)(F)F)C1=CC=C(C=C1)C=1CCC(CC1)C#N (2s)-2-amino-4-(3-(4'-cyano-2',3',4',5'-tetrahydro-[1,1'-biphenyl]-4-yl)-4,4,4-trifluorobutylsulfonimidoyl)butanoic acid